5-bromo-2-iodobenzo[d]thiazole BrC=1C=CC2=C(N=C(S2)I)C1